NC1=NC(=NN1C1=CC(=NC=C1)N1[C@@H](CCC1)CN1CCCC1)NC1=CC=C(C(=O)O)C=C1 (S)-4-(5-amino-1-(2-(2-(pyrrolidin-1-ylmethyl)pyrrolidin-1-yl)pyridin-4-yl)-1H-1,2,4-triazol-3-ylamino)benzoic acid